BrC=1C(=C(C(=NC1)OC)C)C 5-bromo-2-methoxy-3,4-dimethylpyridine